BrC=1C=C(CN2C(\C(\C3=CC(=CC=C23)N)=C/C=2NC(=CC2C)C)=O)C=CC1 (Z)-1-(3-bromobenzyl)-3-((3,5-dimethyl-1H-pyrrol-2-yl)methylene)-5-amino-2-indolone